(benzoyloxy)cyclobutane-1-carboxylic acid C(C1=CC=CC=C1)(=O)OC1(CCC1)C(=O)O